C[C@H]1CCC(N(C1)C(C(=O)OC)=O)C1=CC2=C(OC3(CC3)C(N2)=O)C=C1 methyl 2-((5S)-5-methyl-2-(3-oxo-3,4-dihydrospiro[benzo[b][1,4]oxazine-2,1'-cyclopropan]-6-yl)piperidin-1-yl)-2-oxoacetate